1-(cyclopropylmethyl)piperazin-2-one hydrochloride Cl.C1(CC1)CN1C(CNCC1)=O